C(#N)C=1C=C(C=NC1N1N=CC=N1)NC(=O)C=1C=NN(C1C(F)(F)F)C1=NC=CC2=C1C=CS2 N-(5-Cyano-6-(2H-1,2,3-triazol-2-yl)pyridin-3-yl)-1-(thieno[3,2-c]pyridin-4-yl)-5-(trifluoromethyl)-1H-pyrazol-4-carboxamid